4-{2-[2-(2,3-dihydro-1-benzofuran-5-sulfonamido)phenyl]ethynyl}benzoic acid O1CCC2=C1C=CC(=C2)S(=O)(=O)NC2=C(C=CC=C2)C#CC2=CC=C(C(=O)O)C=C2